BrC=1C=C(C=C(C1OC=1C=CC2=C(NC(=N2)O)C1)Br)N1N=C(C(NC1=O)=O)C#N 2-(3,5-dibromo-4-((2-hydroxy-1H-benzo[d]imidazol-6-yl)oxy)phenyl)-3,5-dioxo-2,3,4,5-tetrahydro-1,2,4-triazine-6-carbonitrile